gamma-aminopropyl-tri(methoxyethoxyethoxy)silane tert-butyl-5-(hydroxymethyl)-1-methyl-1,2,3,4-tetrahydroisoquinoline-2-carboxylate C(C)(C)(C)OC(=O)N1C(C2=CC=CC(=C2CC1)CO)C.NCCC[Si](OCCOCCOC)(OCCOCCOC)OCCOCCOC